ClC1=NC=CC(=C1)C#CC=1C=C(N(C1C)C=1C=NC(=CC1)C)C(=O)N 4-[2-(2-Chloro-4-pyridyl)ethynyl]-5-methyl-1-(6-methyl-3-pyridyl)pyrrole-2-carboxamide